butanol C(CCC)O